N,N'-biscarbamoyl-N,N'-bis(2,2,6,6-tetramethyl-4-piperidyl)hexamethylenediamine C(N)(=O)N(CCCCCCN(C1CC(NC(C1)(C)C)(C)C)C(N)=O)C1CC(NC(C1)(C)C)(C)C